FC1([C@H](C1)S(=O)(=O)C=1N=C2N(N1)CCC2)F 2-[(1S)-2,2-difluorocyclopropyl]sulfonyl-6,7-dihydro-5H-pyrrolo[1,2-b][1,2,4]triazole